4-(6-methoxypyridin-2-yl)-2,4,7-trimethyloct-6-enal COC1=CC=CC(=N1)C(CC(C=O)C)(CC=C(C)C)C